8-(fluoromethyl)-3-(4-(2,2,2-trifluoroethoxy)phenyl)-2-(trifluoromethyl)-4H-pyrido[1,2-a]pyrimidin-4-one FCC1=CC=2N(C(C(=C(N2)C(F)(F)F)C2=CC=C(C=C2)OCC(F)(F)F)=O)C=C1